ClC=1C(=NC(=CN1)C1=C(C=C(C(=C1)O[C@H](C(F)(F)F)C)C(NC1=C(C=CC=C1F)Cl)=O)F)C(=O)O (S)-3-chloro-6-(4-((2-chloro-6-fluorophenyl)carbamoyl)-2-fluoro-5-((1,1,1-trifluoropropan-2-yl)oxy)phenyl)pyrazine-2-carboxylic acid